CC1CC(CC(CC1)C1=NN=NN1)N 3-methyl-6-(1H-1,2,3,4-tetrazol-5-yl)cycloheptan-1-amine